ClC=1C=C2C=C(NC2=CC1Cl)NC=1C=C(C(=O)NO)C=CC1 3-((5,6-dichloro-1H-indol-2-yl)amino)-N-hydroxybenzamide